C(CCC)C1C(=NN(C1(C(=O)N)C)C1=C(C=C(C=C1)Cl)F)C1=CC=C(C=C1)F 4-butyl-1-(4-chloro-2-fluorophenyl)-3-(4-fluorophenyl)-5-methyl-4,5-dihydro-1H-pyrazole-5-carboxamide